5-chloro-4-(1-methyl-1H-benzo[d]imidazol-5-yl)-N-(4-morpholinylphenyl)pyrimidin-2-amine ClC=1C(=NC(=NC1)NC1=CC=C(C=C1)N1CCOCC1)C1=CC2=C(N(C=N2)C)C=C1